C(C)(C)(C)OC1=CC=C(CNC(=O)C=2N=NC=CN2)C=C1 N-(4-(tert-butoxy)benzyl)-1,2,4-triazine-3-carboxamide